C12(CC3CC(CC(C1)C3)C2)NC2=CC=C(C=C2)[C@@H]2N([C@H](CC3=C2NC2=CC=CC=C32)CCCC)C(=O)OC(C)(C)C tert-butyl (1S,3S)-1-{4-[(adamantan-1-yl) amino] phenyl}-3-butyl-1H,2H,3H,4H,9H-pyrido[3,4-b]indole-2-carboxylate